2-chloro-6-(4-methoxybenzyl)-6,7-dihydro-5H-pyrrolo[3,4-b]pyridin-5-one ClC1=CC=C2C(=N1)CN(C2=O)CC2=CC=C(C=C2)OC